FC(C(=O)O)(F)F.ClC=1C=CC2=C(N=C(O2)N2CC(CC2)CN)C1 [1-(5-Chloro-1,3-benzoxazol-2-yl)pyrrolidin-3-yl]methanamine 2,2,2-trifluoroacetic acid salt